NC1=CC(=C(C#N)C(=C1)Cl)Cl 4-amino-2,6-dichlorobenzonitrile